FC=1C=C(C=CC1NC(CNC(=N)N1CCOCC1)=O)S(=O)(=O)N(C1=C(N=CS1)C(=O)OC(C)(C)C)CC1=CC=C(C=C1)OC Tert-butyl 5-[[3-fluoro-4-[[2-(morpholine-4-carboximidoylamino)acetyl]amino]phenyl]sulfonyl-[(4-methoxyphenyl)methyl]amino]thiazole-4-carboxylate